FC1([C@@H]([C@H](CCC1)O[C@@H]1CCN(CCC1)C(C)C)NC(CC1=C(C(=NC=C1)C1=CC(=CC(=C1)F)F)C(F)(F)F)=O)F N-((1R,6S)-2,2-difluoro-6-(((S)-1-isopropylazepan-4-yl)oxy)cyclohexyl)-2-(2-(3,5-difluorophenyl)-3-(trifluoromethyl)pyridin-4-yl)acetamide